COC1=CC=C2C(=CC(NC2=C1)(C)C)C 7-methoxy-2,2,4-trimethyl-1,2-dihydroquinoline